N-(4-fluorophenyl)-2-((3-(trifluoromethyl)phenyl)sulfonamido)benzamide tert-butyl-N-(5-((5-ethenylpyrazin-2-yl)methoxy)-1,3,4-thiadiazol-2-yl)carbamate C(C)(C)(C)OC(NC=1SC(=NN1)OCC1=NC=C(N=C1)C=C)=O.FC1=CC=C(C=C1)NC(C1=C(C=CC=C1)NS(=O)(=O)C1=CC(=CC=C1)C(F)(F)F)=O